6-iodo-3-((8-methoxy-2-(4-methoxyphenyl)-2,3-dihydrobenzo[b][1,4]dioxin-6-yl)methyl)-3H-imidazo[4,5-b]pyridine IC=1C=C2C(=NC1)N(C=N2)CC2=CC1=C(OC(CO1)C1=CC=C(C=C1)OC)C(=C2)OC